titanium aluminum silicate phosphate P(=O)([O-])([O-])[O-].[Si]([O-])([O-])([O-])[O-].[Al+3].[Ti+4]